C(C)(C)N1N=CC(=C1)C1=CC=2N(N=C1C)C(=CN2)C2=C1C=CC(=NC1=NC=C2)C2=NNC(=C2)C 5-(7-(1-isopropyl-1H-pyrazol-4-yl)-6-methylimidazo[1,2-b]pyridazin-3-yl)-2-(5-methyl-1H-pyrazol-3-yl)-1,8-naphthyridine